OCC=C1C(N2C(CC2O1)=O)C(=O)O 3-(2-hydroxyethylidene)-7-oxo-4-oxa-1-azabicyclo[3.2.0]heptane-2-carboxylic acid